N[C@@H](C(=O)[O-])CNC(=O)C1=CC2=NC=CC(=C2S1)C (R)-2-amino-3-(7-methylthieno[3,2-b]pyridine-2-carboxamido)propanoate